C(C)OC1=CC=C(C=C1)C1=NC2=CC=CC=C2C(=C1)C(=O)NCCCCN1CCN(CC1)C(=O)OC(C)(C)C tert-butyl 4-(4-(2-(4-ethoxyphenyl)quinoline-4-carboxamido)butyl)piperazine-1-carboxylate